di(3,5,5-trimethylcyclohexyl)amine CC1CC(CC(C1)(C)C)NC1CC(CC(C1)(C)C)C